2-oxa-3,5-diazabicyclo[2.2.2]oct-7-ene-5-carboxylate C12ONC(N(C1)C(=O)[O-])C=C2